maleonitrile C(\C=C/C#N)#N